(E)-2-(2-(2-methyl-2H-indazol-6-yl)vinyl)benzo[d]thiazol-6-ol CN1N=C2C=C(C=CC2=C1)/C=C/C=1SC2=C(N1)C=CC(=C2)O